NC1=NC=CC=C1C1=NC=2C(=NC(=CC2)C=2C=C(C=CC2)NC(C)=O)N1C1=CC=C(C=C1)CN1CCN(CC1)C=1C=NC(=NC1)C#N N-(3-(2-(2-Aminopyridin-3-yl)-3-(4-((4-(2-cyanopyrimidin-5-yl)piperazin-1-yl)methyl)phenyl)-3H-imidazo[4,5-b]pyridin-5-yl)phenyl)acetamide